((5-bromo-3-(tetrahydro-2H-pyran-4-yl)thiophen-2-yl)methyl)(methyl)carbamate BrC1=CC(=C(S1)COC(NC)=O)C1CCOCC1